(S)-2-amino-3-(3-hydroxyphenyl)propionic acid N[C@H](C(=O)O)CC1=CC(=CC=C1)O